FC=1C(=C(C(=O)NOC(C)(C)C)C=C(C1F)CC1=C(C(=NC=C1)NS(NC)(=O)=O)F)NC1=C(C=C(C=C1)I)F 3,4-difluoro-2-(2-fluoro-4-iodoanilino)-5-[[3-fluoro-2-(methylsulfamoylamino)pyridin-4-yl]methyl]-N-[(2-methylpropan-2-yl)oxy]benzamide